2-Cyclopropyl-N-(3-(3-((4-methyl-4H-1,2,4-triazol-3-yl)methyl)oxetan-3-yl)phenyl)-6-((1R,5S)-3-methyl-3,8-diazabicyclo[3.2.1]octan-8-yl)pyrimidine-4-carboxamide C1(CC1)C1=NC(=CC(=N1)C(=O)NC1=CC(=CC=C1)C1(COC1)CC1=NN=CN1C)N1[C@H]2CN(C[C@@H]1CC2)C